1,4-diacetyl-2,5-diethyl-1,2,4,5-tetrazine C(C)(=O)N1N(CN(N(C1)CC)C(C)=O)CC